1-(3-(tert-butyl)-1-phenyl-1H-pyrazol-5-yl)-3-(4-((4-methyl-3-keto-3,4-dihydropyrido[2,3-b]pyrazin-8-yl)oxy)-2-(methylthio)phenyl)urea C(C)(C)(C)C1=NN(C(=C1)NC(=O)NC1=C(C=C(C=C1)OC1=CC=NC=2N(C(C=NC21)=O)C)SC)C2=CC=CC=C2